5-[4-amino-2-(N-(2-amino-1-methyl-2-oxo-ethyl)-4-fluoro-anilino)thiazole-5-carbonyl]-N-(cis-3-fluorocyclobutyl)isoxazole-3-carboxamide NC=1N=C(SC1C(=O)C1=CC(=NO1)C(=O)N[C@@H]1C[C@@H](C1)F)N(C1=CC=C(C=C1)F)C(C(=O)N)C